N1=CC(=CC=C1)N1C(C2=C(CC1)N=CS2)=O 5-(pyridin-3-yl)-6,7-dihydrothiazolo[5,4-c]pyridin-4(5H)-one